2-(4-((3-amino-6-chloro-1,5-naphthyridin-4-yl)amino)phenyl)-2-methylpropanenitrile NC=1C=NC2=CC=C(N=C2C1NC1=CC=C(C=C1)C(C#N)(C)C)Cl